BrC=1C=C(C2=C(C(=CO2)CO)C1)COC1=CC=CC=C1 (5-bromo-7-(phenoxymethyl)benzofuran-3-yl)methanol